tert-butyl (((2S,4S)-5-chloro-4-(2,3-difluoro-6-(methylcarbamoyl)phenyl)-2-phenyl-2,3-dihydrobenzofuran-2-yl)methyl)(methyl)carbamate ClC=1C=CC2=C(C[C@](O2)(C2=CC=CC=C2)CN(C(OC(C)(C)C)=O)C)C1C1=C(C(=CC=C1C(NC)=O)F)F